C(CCCCCCC\C=C/C\C=C/CCCCC)OC(CCCCCBr)=O 6-bromohexanoic acid-(10Z,12Z)-octadeca-9,12-dien-1-yl ester